(7S)-5-(5-chlorothiophen-2-yl)-3-(imidazo[1,2-a]pyridin-6-yl)-7-methyl-6,7-dihydropyrazolo[1,5-a]pyrazin-4(5H)-one ClC1=CC=C(S1)N1C(C=2N([C@H](C1)C)N=CC2C=2C=CC=1N(C2)C=CN1)=O